OC=1C=CC2=C(CN(S(O2)(=O)=O)CC=2C=C(C=CC2C)C(CC(=O)OCC)C2=C(C3=C(N(N=N3)CCCOC3=C(C=CC=C3)CO)C=C2)C)C1 Ethyl 3-{3-[(6-hydroxy-2,2-dioxo-2H-1,2λ6,3-benzoxathiazin-3(4H)-yl)methyl]-4-methylphenyl}-3-(1-{3-[2-(hydroxymethyl)phenoxy]propyl}-4-methyl-1H-benzotriazol-5-yl)propanoate